C(C)OC(=O)C1=NN(C=C(C1=O)C1=CC=C(C=C1)F)C (4-fluorophenyl)-1-methyl-4-oxo-1,4-dihydropyridazine-3-carboxylic acid ethyl ester